BrC=1C=C2C(=NC1)C(C(N2)=O)(C)C 6-bromo-3,3-dimethyl-2,3-dihydro-1H-pyrrolo[3,2-b]pyridin-2-one